1,4-bis(3-methylstyryl)benzene CC=1C=C(C=CC2=CC=C(C=C2)C=CC2=CC(=CC=C2)C)C=CC1